1-(3-bromo-5-methylphenyl)-4-(chloromethyl)pyrazole BrC=1C=C(C=C(C1)C)N1N=CC(=C1)CCl